CN(C1C(CC(CC1)NC=1N=CC2=C(N1)N(C(C(=C2)C2=CC(=C(C=C2)NS(=O)(=O)CCC(F)(F)F)F)=O)C(C)C)O)C N-(4-(2-((4-(dimethylamino)-3-hydroxycyclohexyl)amino)-8-isopropyl-7-oxo-7,8-dihydropyrido[2,3-d]pyrimidin-6-yl)-2-fluorophenyl)-3,3,3-trifluoropropane-1-sulfonamide